[2H]C1=NC2=C(C=CC=C2C=C1)C#N 2-deuterio-quinoline-8-carbonitrile